FC(C1(CC1)N1C=2C3=C(C(=NN3CCC1=O)C1=NNC=C1)N=C(C2)N2[C@@H](COCC2)C)F (R)-6-(1-(difluoromethyl)cyclopropyl)-4-(3-methylmorpholinyl)-2-(1H-pyrazol-3-yl)-8,9-dihydro-1,3,6,9a-tetraazabenzo[cd]azulene-7(6H)-one